(8S,9S,10R,11S,13S,14S,17R)-17-glycoloyl-11-hydroxy-10,13-dimethyl-3-oxo-2,3,6,7,8,9,10,11,12,13,14,15,16,17-tetradecahydro-1H-cyclopenta[a]phenanthren-17-yl butyrate C(CCC)(=O)O[C@@]1(CC[C@H]2[C@@H]3CCC4=CC(CC[C@@]4([C@H]3[C@H](C[C@]12C)O)C)=O)C(CO)=O